benzyl (((1S,4S)-1-hydroxy-4-(6-methoxy-5-(6-(trifluoromethyl)pyridineformyl)-2H-indol-2-yl)cyclohexyl)methyl)(methyl)carbamate OC1(CCC(CC1)C1N=C2C=C(C(=CC2=C1)C(=O)C1=NC(=CC=C1)C(F)(F)F)OC)CN(C(OCC1=CC=CC=C1)=O)C